tert-butyl 4-(1-((7-methoxy-2-methyl-2H-indazol-5-yl)carbamoyl)-2,3-dihydro-1H-pyrrolo[2,3-b]pyridin-4-yl)piperazine-1-carboxylate COC1=CC(=CC2=CN(N=C12)C)NC(=O)N1CCC=2C1=NC=CC2N2CCN(CC2)C(=O)OC(C)(C)C